4-Bromo-3,5-difluoro-1H-indazole-7-carboxylic acid BrC1=C2C(=NNC2=C(C=C1F)C(=O)O)F